2-methyl-5-oxo-azepane-1-carboxylic acid CC1N(CCC(CC1)=O)C(=O)O